C(CCCCCCCCCCC)SC(CC(C)=O)C1C(=CCCC1(C)C)C (+-)-4-(dodecylthio)-4-(2,6,6-trimethyl-2-cyclohexen-1-yl)-2-butanone